COC1=C(C=CC(=C1)OC)NC1=NC(=NC=C1C(CC(=O)OCC)=O)SC Ethyl 3-(4-((2,4-dimethoxyphenyl)amino)-2-(methylthio)pyrimidin-5-yl)-3-oxopropanoate